BrC1=CC=C(C=C1)C1NC2C(OC1)CCCC2 3-(4-bromophenyl)octahydro-2H-benzo[b][1,4]oxazine